C1(CC1)C(=O)NC1=NC=C(C(=O)NC([2H])([2H])[2H])C(=C1)NC1=CC=C2C=NN(C2=C1OC)CC(F)F 6-(Cyclopropanecarboxamido)-4-((1-(2,2-difluoroethyl)-7-methoxy-1H-indazol-6-yl)amino)-N-(methyl-d3)nicotinamide